C12CC(C(CC1)CC2)C(=O)O bicyclo[2.2.2]octane-3-carboxylic acid